C(C)N(C1=CC=C(C=C2C(CCCC2=CC2=CC=C(C=C2)N(CC)CC)=O)C=C1)CC 2,3-bis(4-diethylaminobenzylidene)cyclohexanone